ClC1=NN2C(N=CC3=C2[C@@](CN3C(=O)NC=3C=NC(=C(C3)C(F)F)C(NOC(C)C)=O)(C(F)(F)F)C)=C1 (R)-2-chloro-N-(5-(difluoromethyl)-6-(isopropoxycarbamoyl)pyridin-3-yl)-8-methyl-8-(trifluoromethyl)-7,8-dihydro-6H-pyrazolo[1,5-a]pyrrolo[2,3-e]pyrimidine-6-carboxamide